3-((4,21,26-trioxo-23-((palmitoyloxy)methyl)-2,2-diphenyl-3,5,22,25-tetraoxahentetracontan-1-oyl)oxy)spiro[bicyclo[3.2.1]octane-8,1'-pyrrolidin]-1'-ium trifluoroacetate FC(C(=O)[O-])(F)F.O=C(OC(C(=O)OC1CC2CCC(C1)[N+]21CCCC1)(C1=CC=CC=C1)C1=CC=CC=C1)OCCCCCCCCCCCCCCCC(OC(COC(CCCCCCCCCCCCCCC)=O)COC(CCCCCCCCCCCCCCC)=O)=O